N-(4-((2-amino-3-((trimethylsilyl)ethynyl)pyridin-4-yl)oxy)-3-fluorophenyl)-1-(3-fluoropyridin-2-yl)-5-(trifluoromethyl)-1H-pyrazole-4-carboxamide NC1=NC=CC(=C1C#C[Si](C)(C)C)OC1=C(C=C(C=C1)NC(=O)C=1C=NN(C1C(F)(F)F)C1=NC=CC=C1F)F